OC(=O)C(F)(F)F.C(CCCCCCCCCCCCC)(=O)OCCCNCCCOC(CCCCCCCCCCCCC)=O azanediylbis(propane-3,1-diyl) ditetradecanoate TFA salt